N-((1r,3r)-3-(5-(5-ethoxypyridin-2-yl)-4-phenyl-4H-1,2,4-triazol-3-yl)cyclobutyl)pyridineamide C(C)OC=1C=CC(=NC1)C=1N(C(=NN1)C1CC(C1)NC(=O)C1=NC=CC=C1)C1=CC=CC=C1